C(C)(C)(C)OC(=O)NCC[C@@H](C(=O)O)O (2S)-4-t-butoxycarbonylamino-2-hydroxybutyric acid